CC1(OB(OC1(C)C)/C=C/C=1C=NC=CC1)C 3-[(E)-2-(4,4,5,5-tetramethyl-1,3,2-dioxaborolan-2-yl)vinyl]pyridine